5-methyl-7-(3-{[2-(morpholin-4-yl)ethyl]carbamoyl}azetidin-1-yl)-4-oxo-1-(1,2,4-thiadiazol-5-yl)-1,4-dihydro-1,8-naphthyridine-3-carboxylic acid CC1=C2C(C(=CN(C2=NC(=C1)N1CC(C1)C(NCCN1CCOCC1)=O)C1=NC=NS1)C(=O)O)=O